Methyl-(S)-(5-((2-amino-2,4-dimethylpent-4-en-1-yl) oxy)-4-(trifluoromethyl)-(2,4'-bipyridin)-2'-yl) carbamate C(N)(OC1=NC=CC(=C1)C1=NC=C(C(=C1C)C(F)(F)F)OC[C@@](CC(=C)C)(C)N)=O